COC(C1=C(C(=CC(=C1)Br)N(CC)C1CC(OC(C1)C)C)C)=O 5-bromo-3-((2,6-dimethyltetrahydro-2H-pyran-4-yl)(ethyl)amino)-2-methylbenzoic acid methyl ester